(bromomethyl)-2-fluoro-N,N-bis(4-methoxybenzyl)benzenesulfonamide BrCC=1C(=C(C=CC1)S(=O)(=O)N(CC1=CC=C(C=C1)OC)CC1=CC=C(C=C1)OC)F